3-(4-(trifluoromethyl)phenyl)imidazo[1,5-a]pyridin FC(C1=CC=C(C=C1)C1=NC=C2N1C=CC=C2)(F)F